O=C1C=NN(C1)C1CCOCC1 4-oxo-N-(tetrahydro-2H-pyran-4-yl)-1,4-dihydropyrazol